CC1=CC=C2C(=N1)N=C(O2)N2CCN(CC2)C(=O)Cl 4-(5-methyloxazolo[4,5-b]pyridin-2-yl)piperazine-1-carbonyl chloride